1-(tert-butyl) 5-methyl ((S)-2-(2-(4-chlorophenyl)-2-methylpropanamido)-3,3-dimethylbutanoyl)-D-glutamate ClC1=CC=C(C=C1)C(C(=O)N[C@H](C(=O)N[C@H](CCC(=O)OC)C(=O)OC(C)(C)C)C(C)(C)C)(C)C